FC=1C=C2C(NC(=NC2=CC1)C1CC(CC1)=O)=O 6-fluoro-2-(3-oxocyclopentyl)quinazolin-4(3H)-one